4-(5-bromo-4-chlorothien-2-yl)-5-(4-cyclohexylpiperazin-1-yl)thiazol BrC1=C(C=C(S1)C=1N=CSC1N1CCN(CC1)C1CCCCC1)Cl